ClCCCNC(=O)NC1=CC(=CC=C1)B1OC(C(O1)(C)C)(C)C 1-(3-chloropropyl)-3-(3-(4,4,5,5-tetramethyl-1,3,2-dioxaborolan-2-yl)phenyl)urea